C(CCCC)C1C2(OCC(O2)CCC(=O)C2=CC=CC=C2)CCC1 (+-)-3-(6-pentyl-1,4-dioxaspiro[4.4]nonan-2-yl)-1-phenylpropan-1-one